2-(4-bromo-6-methylpyridin-2-yl)-1-cyclopropylethan-1-one BrC1=CC(=NC(=C1)C)CC(=O)C1CC1